FC([C@@H]1CC2=C(NC3=CC=CC=C23)[C@H](N1C[C@@H](C(=O)O)C)C1=C(C(=CC=C1F)OCCNCCCF)C)F (S)-3-((1R,3S)-3-(difluoromethyl)-1-(6-fluoro-3-(2-((3-fluoropropyl)amino)ethoxy)-2-methylphenyl)-1,3,4,9-tetrahydro-2H-pyrido[3,4-b]indol-2-yl)-2-methylpropanoic acid